tert-Butyl 4-(5-chloro-6-(3-methoxynaphthalen-1-yl)isothiazolo[3,4-b]pyridin-3-yl)piperazine-1-carboxylate ClC1=CC=2C(N=C1C1=CC(=CC3=CC=CC=C13)OC)=NSC2N2CCN(CC2)C(=O)OC(C)(C)C